C1=CC=CC2=C1CNC1=C(O2)C=CC=C1 10,11-dihydrodibenzo[b,f][1,4]oxazepine